2-tetradecanoylaminohexadecane-1,3-diol C(CCCCCCCCCCCCC)(=O)NC(CO)C(CCCCCCCCCCCCC)O